C1(=CC=CC=C1)NC(C1=CC=C(C=C1)C#N)=O N-phenyl-4-cyanobenzamide